CC1(CN2C(OC1)=C(C=N2)S(=O)(NC(NC2=C1CCC1=CC=1CCC21)=O)=N)C 6,6-dimethyl-N-(tricyclo[6.2.0.03,6]deca-1,3(6),7-trien-2-ylcarbamoyl)-6,7-dihydro-5H-pyrazolo[5,1-b][1,3]oxazine-3-sulfonimidamide